FC1=CC(=C(OC2=C(C(=O)NC3=CC(=CC=C3)C(NOC)=O)C=CC(=C2)C(F)(F)F)C=C1)C (4-fluoro-2-methylphenoxy)-N-(3-(N-methoxycarbamoyl)phenyl)-4-(trifluoromethyl)benzamide